BrC=1C=CC(=C(C1)NC(=O)[C@H]1N(C(CC1)=O)C1=CC(=C(C=C1)F)F)N[C@@H]1CC[C@H](CC1)O (S)-N-(5-bromo-2-((trans-(1r,4r)-4-hydroxycyclohexyl)amino)phenyl)-1-(3,4-difluorophenyl)-5-oxopyrrolidine-2-carboxamide